F[C@@H]1CN(CC[C@@H]1NC1=NN2C(C(=N1)OC([2H])([2H])[2H])=C(C=C2)C=2C=CC1=C(N(N=N1)CC(F)(F)F)C2)C(C)=O 1-((3R,4S)-3-fluoro-4-((4-(methoxy-d3)-5-(1-(2,2,2-trifluoroethyl)-1H-benzo[d][1,2,3]triazol-6-yl)pyrrolo[2,1-f][1,2,4]triazin-2-yl)amino)piperidin-1-yl)ethan-1-one